O(F)F.[Be] beryllium oxyfluoride